N1=C(C=CC(=C1)CNC1=CC(=CC=C1)C)CNC1=CC(=CC=C1)C N,N'-(Pyridine-2,5-diylbis(methylene))bis(3-methylaniline)